2-(6-bromo-2-hydroxy-1,2-benzoxaborole-3-yl)ethoxy-tert-butyl-dimethyl-silane BrC1=CC2=C(C(B(O2)O)CCO[Si](C)(C)C(C)(C)C)C=C1